NC=1C(=CC(=C(C1)C(C)=O)Cl)F 1-(5-amino-2-chloro-4-fluorophenyl)ethan-1-one